2-amino-N-(4-cyclopropoxyphenyl)-N-methylacetamide hydrochloride Cl.NCC(=O)N(C)C1=CC=C(C=C1)OC1CC1